2-(2-oxabicyclo[2.1.1]hex-4-yl)-6-isopropoxy-N-(1-((1r,2s)-2-methylcyclopropyl)-2-oxo-1,2-dihydropyridin-3-yl)-2H-indazole-5-carboxamide C12OCC(C1)(C2)N2N=C1C=C(C(=CC1=C2)C(=O)NC=2C(N(C=CC2)[C@H]2[C@H](C2)C)=O)OC(C)C